ClCC1=NC(=NO1)C1=C(C=CC=C1F)F 5-(chloromethyl)-3-(2,6-difluorophenyl)-1,2,4-oxadiazole